(2-isopropylphenyl)-N-(6-methyl-2-propoxypyridin-3-yl)azetidine-3-carboxamide C(C)(C)C1=C(C=CC=C1)N1CC(C1)C(=O)NC=1C(=NC(=CC1)C)OCCC